1-(5-((4-cyclobutylpiperazin-1-yl)methyl)benzo[d]isoxazol-3-yl)dihydropyrimidine-2,4(1H,3H)-dione C1(CCC1)N1CCN(CC1)CC=1C=CC2=C(C(=NO2)N2C(NC(CC2)=O)=O)C1